C(#N)C[C@H]1CC[C@@H](CO1)N (3S,6R)-6-(CYANOMETHYL)-TETRAHYDRO-2H-PYRAN-3-AMINE